6-(Methylsulfonyl)-5-nitronicotinic acid CS(=O)(=O)C1=NC=C(C(=O)O)C=C1[N+](=O)[O-]